[C@@H]12N(C[C@@H](NC1)CC2)C2=NC(=NC1=C(C(=C(C=C21)F)C2=CC(=CC1=CC=C(C(=C21)C#C)F)O)F)OC[C@]21CCCN1C[C@@H](C2)F 4-(4-((1S,4S)-2,5-diazabicyclo[2.2.2]octan-2-yl)-6,8-difluoro-2-(((2R,7aS)-2-fluorotetrahydro-1H-pyrrolizin-7a(5H)-yl)methoxy)quinazolin-7-yl)-5-ethynyl-6-fluoronaphthalen-2-ol